(E)-Methyl p-methoxycinnamate COC1=CC=C(/C=C/C(=O)OC)C=C1